CC1(C(CCCC1)O)O 1-methylcyclohexane-1,2-diol